ClC1=CC=C(C=C1)C1=NSC(=N1)N(C)C1=C(N=C2N1C=C(C=C2)N2CCN(CC2)S(=O)(=O)C)CC 3-(4-chlorophenyl)-N-(2-ethyl-6-(4-(methylsulfonyl)piperazin-1-yl)imidazo[1,2-a]pyridin-3-yl)-N-methyl-1,2,4-thiadiazol-5-amine